N-(4-(4-amino-5-(3-methoxy-4-(5-(methylamino)pyrimidin-2-yloxy)phenyl)-7-methyl-7H-pyrrolo[2,3-d]pyrimidin-6-yl)phenyl)acrylamide NC=1C2=C(N=CN1)N(C(=C2C2=CC(=C(C=C2)OC2=NC=C(C=N2)NC)OC)C2=CC=C(C=C2)NC(C=C)=O)C